FC1=C(C=CC=C1)[C@H]1[C@@H](C1)C(=O)N[C@H]1C[C@H](CCC1)NC1=CC(=NC2=CC=CC=C12)C(F)(F)F (1r,2r)-2-(2-fluorophenyl)-N-[(1r,3s)-3-{[2-(trifluoromethyl)quinolin-4-yl]amino}cyclohexyl]cyclopropane-1-carboxamide